N-[(1S)-1-(aminocarbonyl)-4-[(2-chloro-1-iminoethyl)amino]butyl]-benzamide NC(=O)[C@H](CCCNC(CCl)=N)NC(C1=CC=CC=C1)=O